4-((3-(1-(3-(4-(aminomethyl)phenyl)propyl)-3-(trifluoromethyl)-1H-pyrazol-4-yl)imidazo[1,2-a]pyrazin-8-yl)amino)-2-chloro-N-methylbenzamide NCC1=CC=C(C=C1)CCCN1N=C(C(=C1)C1=CN=C2N1C=CN=C2NC2=CC(=C(C(=O)NC)C=C2)Cl)C(F)(F)F